tert-butyl {3-[{(1R)-1-[1-benzyl-4-(2,5-difluorophenyl)-1H-imidazol-2-yl]-2,2-dimethylpropyl}(chloroacetyl)amino]propyl}carbamate C(C1=CC=CC=C1)N1C(=NC(=C1)C1=C(C=CC(=C1)F)F)[C@@H](C(C)(C)C)N(CCCNC(OC(C)(C)C)=O)C(CCl)=O